tert-butyl 4-(4-bromo-2-chlorophenyl)-4-hydroxypiperidine-1-carboxylate BrC1=CC(=C(C=C1)C1(CCN(CC1)C(=O)OC(C)(C)C)O)Cl